C(C1=CC=CC=C1)OC1=NC(=CC=C1C1=NN(C2=CC(=CC=C12)B1OC(C(O1)(C)C)(C)C)C(C)C)OCC1=CC=CC=C1 3-(2,6-dibenzyloxy-3-pyridyl)-1-isopropyl-6-(4,4,5,5-tetramethyl-1,3,2-dioxaborolan-2-yl)indazole